C1=CC=CC=2C=CC=3[N+]4(C=5C=CC6=C(C5C3C21)C=CC=C6)C6=CC=CC=C6C=6C=CC=CC64 spiro[carbazole-9,7'-dibenzo[c,g]carbazole]-9-ium